phenyl-bipyrimidine C1(=CC=CC=C1)C1=NC(=NC=C1)C1=NC=CC=N1